2-{[4-benzyl-5-(morpholin-4-yl)-4H-1,2,4-triazol-3-yl]sulfanyl}-N-(2-oxo-2,3-dihydro-1H-1,3-benzodiazol-5-yl)propanamide C(C1=CC=CC=C1)N1C(=NN=C1N1CCOCC1)SC(C(=O)NC1=CC2=C(NC(N2)=O)C=C1)C